(S)-1-(1-acryloylpyrrolidin-3-yl)-4-amino-3-((3,5-difluoro-2,6-dimethoxypyridin-4-yl)ethynyl)-1H-pyrazolo[4,3-c]pyridine-7-carbonitrile C(C=C)(=O)N1C[C@H](CC1)N1N=C(C=2C(=NC=C(C21)C#N)N)C#CC2=C(C(=NC(=C2F)OC)OC)F